n-Eicosyl caffeate C(\C=C\C1=CC(O)=C(O)C=C1)(=O)OCCCCCCCCCCCCCCCCCCCC